FC(CNC(C(=O)N1[C@@H]([C@H]2C([C@H]2C1)(C)C)C(=O)N[C@@H](C[C@H]1C(NCC1)=O)C(COC(F)(F)F)=O)=O)F (1r,2S,5S)-3-(2-((2,2-difluoroethyl)amino)-2-oxoacetyl)-6,6-dimethyl-N-((S)-3-oxo-1-((S)-2-oxopyrrolidin-3-yl)-4-(trifluoromethoxy)butan-2-yl)-3-azabicyclo[3.1.0]hexane-2-carboxamide